(E)-N-hydroxy-3-(2-(4-((1-methyl-ethyl)sulfonamido)piperidin-1-yl)phenyl)acrylamide ONC(\C=C\C1=C(C=CC=C1)N1CCC(CC1)NS(=O)(=O)C(C)C)=O